C12(CC1)COC1=C(C=N2)C=CC=C1 spiro[benzo[f][1,4]oxazepine-3,1'-cyclopropane]